N=1N(N=CC1)C1=C(C=C(C=N1)NC(C1=C(N=C(C=C1)C1=C(C=CC(=C1)N)Cl)OC)=O)C(F)(F)F N-(6-(2H-1,2,3-triazol-2-yl)-5-(trifluoromethyl)pyridin-3-yl)-6-(5-amino-2-chlorophenyl)-2-methoxynicotinamide